C1(C(CC=CC1)=O)=O cyclohex-4-ene-1,2-dione